8-(tert-butyl) 3-(2-(trimethylsilyl)ethyl) (1S,2S,5R)-2-((S)-1-oxopropan-2-yl)-3,8-diazabicyclo[3.2.1]octane-3,8-dicarboxylate O=C[C@@H](C)[C@H]1[C@@H]2CC[C@H](CN1C(=O)OCC[Si](C)(C)C)N2C(=O)OC(C)(C)C